Tetrapropylammonium hydride [H-].C(CC)[N+](CCC)(CCC)CCC